3-(tert-butoxycarbonyl-methylamino)acetoxymethyl-2-methylaminopyridine C(C)(C)(C)OC(=O)N(C)CC(=O)OCC=1C(=NC=CC1)NC